C(C=C)N1C(C=NC2=CC=CC=C12)=O N-allylquinoxaline-2(1H)-one